N-(4-vinyl-benzyl)-N-methyl-D-glucamine C(=C)C1=CC=C(CN(C[C@H](O)[C@@H](O)[C@H](O)[C@H](O)CO)C)C=C1